methyl (2R,3R,4R)-4-(benzoyloxy)-3-hydroxytetrahydrofuran-2-carboxylate C(C1=CC=CC=C1)(=O)O[C@H]1[C@H]([C@@H](OC1)C(=O)OC)O